(6-Amino-4-methoxy-3',4',5',6'-tetrahydro-2'H-[3,4']bipyridinyl-1'-yl)-[5-(4-fluoro-phenoxy)-4-methoxy-pyridin-2-yl]-methanone NC1=CC(=C(C=N1)C1CCN(CC1)C(=O)C1=NC=C(C(=C1)OC)OC1=CC=C(C=C1)F)OC